N-methyl-4-(4-(trifluoromethyl)phenyl)pyrrolidine-2-carboxamide CNC(=O)C1NCC(C1)C1=CC=C(C=C1)C(F)(F)F